N[C@H](C(=O)O)CC1=CC=C(C=C1)C=1N=NC(=NN1)C (S)-2-amino-3-(4-(6-methyl-1,2,4,5-tetrazin-3-yl)phenyl)propanoic acid